methoxyethyl sulfate S(=O)(=O)(OCCOC)[O-]